C(C)(C)(C)S(=O)\N=C(/C)\C12CC(C1)(C2)NC(OC(C)(C)C)=O tert-butyl (E)-(3-(1-((tert-butylsulfinyl)imino)ethyl)bicyclo[1.1.1]pentan-1-yl)carbamate